CN(CCOC(=O)C1=NC(=CC=C1Cl)Cl)C 3,6-dichloropyridine-2-carboxylic acid 2-(dimethylamino)ethyl ester